3-(acryloyloxymethyl)-2-methyloxetane C(C=C)(=O)OCC1C(OC1)C